CC1=NC=2CCC(CC2C(N1)=O)(N1CCC(CC1)OC(F)(F)F)C 2,6-di(methyl)-6-[4-[tris(fluoranyl)methoxy]-1-piperidyl]-3,5,7,8-tetrahydroquinazolin-4-one